1-(7-Bromo-3-iodo-1H-pyrazolo[4,3-C]pyridin-4-yl)pyrrolidine-2,5-dione BrC=1C2=C(C(=NC1)N1C(CCC1=O)=O)C(=NN2)I